C1=CC=CC=2C3=CC=CC=C3C(C12)COC(NCCCO)=O 9H-fluoren-9-ylmethyl-(3-hydroxypropyl)carbamate